ethyl 2-(4,4-dimethylchroman-7-yl)acetate CC1(CCOC2=CC(=CC=C12)CC(=O)OCC)C